ClC1=CC(=CC=2C3=CC=CC(=C3C(NC12)=O)OC)OC 4-chloro-2,7-dimethoxy-6(5H)-phenanthridinone